C1(CC1)C=1C=C(C=2N(C1)C=C(N2)CNC2=CC(=NC=N2)NC(=O)[C@@H]2[C@H](C2)C2=NC=CC(=N2)C)N2C(OCC2)=O (1S,2S)-N-(6-(((6-cyclopropyl-8-(2-oxooxazolidin-3-yl)imidazo[1,2-a]pyridin-2-yl)methyl)amino)pyrimidin-4-yl)-2-(4-methylpyrimidin-2-yl)cyclopropane-1-carboxamide